C(N)(=O)C1=CC=C(C2=CN(N=C12)CC)N1C[C@@H](CC1)N(C(OC(C)(C)C)=O)C tert-butyl N-[(3R)-1-(7-carbamoyl-2-ethylindazol-4-yl)pyrrolidin-3-yl]-N-methylcarbamate